CN1CCC(=CC1)C1=C(C(=O)OC)C=C(C=C1)[N+](=O)[O-] methyl 2-(1-methyl-1,2,3,6-tetrahydropyridin-4-yl)-5-nitrobenzoate